1-[4-[(E)-N-methoxy-C-methyl-carbonimidoyl]-2-pyridyl]ethanone oxime CO\N=C(/C)\C1=CC(=NC=C1)C(C)=NO